ClC1=CC=C(C=C1)C(C(C)N1CCCC1)=O 4'-chloro-α-pyrrolidinopropiophenone